Cl.COC(C1=C(C=C(C=C1)N1CCN(CC1)CC1CCNCC1)C#CCN)=O methyl-2-(3-aminoprop-1-yn-1-yl)-4-(4-(piperidin-4-ylmethyl)piperazin-1-yl)benzoate hydrochloride